C1(CC1)C1=C(C=CC=C1F)CCC[C@H]1C[C@@H]2N(CCNC2)C1=O (7s,8as)-7-(3-(2-cyclopropyl-3-fluorophenyl)propyl)hexahydropyrrolo[1,2-a]pyrazin-6(2H)-one